diethoxydimethylsilane C(C)O[Si](C)(C)OCC